1-methoxyphenazine nitrate [N+](=O)(O)[O-].COC1=CC=CC2=NC3=CC=CC=C3N=C12